NC=1C=C(C(=O)NC2=CC(=CC(=C2)C2CC2)Cl)C(=CN1)Cl 2-amino-5-chloro-N-(3-chloro-5-cyclopropylphenyl)isonicotinamide